(S)-N-methyl-6-(trifluoromethyl)-2,3-dihydrofuro[2,3-b]pyridin-3-amine CN[C@@H]1COC2=NC(=CC=C21)C(F)(F)F